[6-{[2-(4-Chlorophenyl)imidazo[1,2-a]pyrimidin-3-yl]methyl}-2,6-diazabicyclo[3.2.2]non-2-yl](2-fluorophenyl)methanone ClC1=CC=C(C=C1)C=1N=C2N(C=CC=N2)C1CN1C2CCN(C(C1)CC2)C(=O)C2=C(C=CC=C2)F